5-chloro-1-({3-[(2S)-2-(4-chlorophenyl)-2-hydroxyethyl]-1,2,4-oxadiazol-5-yl}methyl)-3-methyl-2,6-dioxo-1,2,3,6-tetrahydropyrimidine-4-carboxamide ClC1=C(N(C(N(C1=O)CC1=NC(=NO1)C[C@H](O)C1=CC=C(C=C1)Cl)=O)C)C(=O)N